1-bromo-3-(bromomethyl)adamantane BrC12CC3(CC(CC(C1)C3)C2)CBr